COC(=O)C=1N(C=C(C(C1OCC1=CC=CC=C1)=O)C(NCC1=C(C=C(C=C1F)F)F)=O)NC1(COCC1)C=C.N=1C(C(C=CC1)=N)=N pyridinebis(imine) methyl-3-(benzyloxy)-4-oxo-5-((2,4,6-trifluorobenzyl)carbamoyl)-1-((3-vinyltetrahydrofuran-3-yl)amino)-1,4-dihydropyridine-2-carboxylate